piperidine-2-methanoic acid N1C(CCCC1)C(=O)O